4-(2-acryloyl-1,2,3,4-tetrahydroisoquinolin-5-yl)-2,3-dimethyl-1H-pyrrolo[2,3-c]pyridine-7-carboxamide C(C=C)(=O)N1CC2=CC=CC(=C2CC1)C1=C2C(=C(N=C1)C(=O)N)NC(=C2C)C